1-benzyl-5-bromo-3-methoxypyrazin-2(1H)-one C(C1=CC=CC=C1)N1C(C(=NC(=C1)Br)OC)=O